C1(CC1)C1=NOC(C1)C=1N(C(=C(N1)NCC1=NC=C(C=C1C(=O)OCC)C(F)(F)F)S(=O)(=O)CC)C ethyl 2-[[[2-(3-cyclopropyl-4,5-dihydroisoxazol-5-yl)-5-ethylsulfonyl-1-methyl-imidazol-4-yl]amino]methyl]-5-(trifluoromethyl)pyridine-3-carboxylate